FC(C/C(=C(\C=1C=C2C(=NN(C2=CC1)C1OCCCC1)F)/C=1C=CC(=NC1)O[C@@H]1CN(CC1)C(=O)OC(C)(C)C)/C1=CC=CC=C1)(F)F Tert-butyl (3S)-3-((5-((Z)-4,4,4-trifluoro-1-(3-fluoro-1-(tetrahydro-2H-pyran-2-yl)-1H-indazol-5-yl)-2-phenylbut-1-en-1-yl)pyridin-2-yl)oxy)pyrrolidine-1-carboxylate